N1=NC=NC2=C1SC=N2 thiazolo[4,5-e]-1,2,4-triazine